phthalic acid-bis-(2-ethylheptyl) ester C(C)C(COC(C=1C(C(=O)OCC(CCCCC)CC)=CC=CC1)=O)CCCCC